[Li].[Sb].[Pb] lead-antimony-lithium